C1[C@@H]([C@H](O[C@H]1N2C=CC3=C2N=C(NC3=O)N)CO)O 7-deaza-2-deoxyguanosine